5-{4-azaspiro[2.4]heptan-4-yl}pyrido[4,3-d]pyrimidin-7-yl-5-ethynyl-6-fluoronaphthalen-2-ol C1CC12N(CCC2)C2=NC(=CC=1N=CN=CC12)C1=C(C=CC2=C(C(=CC=C12)F)C#C)O